N[C@@H]1CN(CC1)C1=C(C=NC(=C1C1=CC(=CC(=C1)F)F)C)C(=O)N[C@H](C(F)(F)F)C 4-[(3S)-3-aminopyrrolidin-1-yl]-5-(3,5-difluorophenyl)-6-methyl-N-[(2S)-1,1,1-trifluoropropan-2-yl]pyridine-3-carboxamide